CC(CC)CCCCCCCCCC(CCCCCCCCCCCCCCCCCCCCCC)C 3,13-Dimethylpentatriacontane